5-(2-chloro-3-(3-chloro-2-(4-formyl-3-methoxyphenyl)pyridin-4-yl)phenyl)-3-methoxypicolinaldehyde ClC1=C(C=CC=C1C1=C(C(=NC=C1)C1=CC(=C(C=C1)C=O)OC)Cl)C=1C=C(C(=NC1)C=O)OC